C1(=CC=CC=C1)C1=NC(=NC(=N1)C1=CC=CC=C1)C=1C=C(C=CC1)[Si](C1=CC=CC=C1)(C1=CC=CC=C1)C1=CC=CC=C1 [3-(4,6-diphenyl-1,3,5-triazin-2-yl)phenyl]tris(phenyl)silane